C(#N)C=1C(=NC(=NC1)NC1=C(C=C(C=C1)N1CCC(CC1)N1CCC(CC1)(F)F)NC(C=C)=O)NC1=C(C=CC=C1)OC(C)C N-(2-((5-cyano-4-((2-isopropoxyphenyl)amino)pyrimidin-2-yl)amino)-5-(4,4-difluoro-[1,4'-bipiperidin]-1'-yl)phenyl)acrylamide